(4-(1H-imidazol-2-yl)piperidin-1-yl)(4-(phenylamino)phenyl)methanone N1C(=NC=C1)C1CCN(CC1)C(=O)C1=CC=C(C=C1)NC1=CC=CC=C1